5-(((2S)-1-(3-oxo-3-(3-(trifluoromethyl)-6a,7,9,10-tetrahydro-8H-pyrazino[1,2-a][1,8]Naphthyridin-8-yl)propoxy)propan-2-yl)amino)-4-(trifluoromethyl)pyridazin-3(2H)-one O=C(CCOC[C@H](C)NC1=C(C(NN=C1)=O)C(F)(F)F)N1CC2N(C=3N=CC(=CC3C=C2)C(F)(F)F)CC1